N[C@H]([C@@H](C#CC1=C2/C(/C(NC2=CC=C1F)=O)=C/C=1NC=CC1OC)O)[C@@H](C)O 4-((3r,4s,5r)-4-amino-3,5-dihydroxy-hex-1-ynyl)-5-fluoro-3-[1-(3-methoxy-1h-pyrrol-2-yl)-meth-(z)-ylidene]-1,3-dihydro-indol-2-one